ClC=1N=C(C2=C(N1)NC=C2Cl)NC2C1(CC1)CCN(C2)C(=O)OCC2=CC=CC=C2 benzyl 4-((2,5-dichloro-7H-pyrrolo[2,3-d]pyrimidin-4-yl) amino)-6-azaspiro[2.5]octane-6-carboxylate